CN1N=C(C=2CNCCC21)C(=O)N2CCC(CC2)C2=C(C=CC=C2)C(F)(F)F (1-methyl-4,5,6,7-tetrahydro-1H-pyrazolo[4,3-c]pyridin-3-yl)(4-(2-(trifluoromethyl)phenyl)piperidin-1-yl)methanone